OC=1C(C=CN2N([C@H]3N(C(C21)=O)CCOC3)C3C2=C(SCC1=C3C=CC(=C1F)F)C=CS2)=O (12aR)-7-hydroxy-12-(6,7-difluoro-5,10-dihydrothieno[3,2-c][2]benzothiepin-10-yl)-3,4,12,12a-tetrahydro-1H-[1,4]oxazino[3,4-c]pyrido[2,1-f][1,2,4]triazine-6,8-dione